N-((R)-1-(4-carbamimidoylthiophen-2-yl)ethyl)-2-((9,9-difluoro-9H-fluorene-3-carbonyl)glycyl)-5-((2-(dimethylamino)ethoxy)methyl)-2-azabicyclo[3.1.0]hexane-3-carboxamide C(N)(=N)C=1C=C(SC1)[C@@H](C)NC(=O)C1N(C2CC2(C1)COCCN(C)C)C(CNC(=O)C=1C=CC=2C(C3=CC=CC=C3C2C1)(F)F)=O